C(C1=CC=CC=C1)OC(=O)N1C(CCC1)CC(C(=O)O)(C1=CC=CC=C1)C1=CC=C(C=C1)F 3-(1-((benzyloxy)carbonyl)pyrrolidin-2-yl)-2-(4-fluorophenyl)-2-phenylpropionic acid